3-(5-(difluoromethoxy)-2-fluorophenyl)-1-isopropyl-N-((R)-3-methyl-1,1-dioxidotetrahydrothiophen-3-yl)-1,5,6,7-tetrahydropyrano[3,2-c]pyrazole-6-carboxamide FC(OC=1C=CC(=C(C1)C=1C2=C(N(N1)C(C)C)CC(CO2)C(=O)N[C@]2(CS(CC2)(=O)=O)C)F)F